C(C)(C)(C)N1N=C(C=C1NC(OCC1=CC=CC=C1)=O)C1C=C(CC1)C=1OC(=CC1)C(C)(C)C benzyl (1-(tert-butyl)-3-(3-(5-(tert-butyl)furan-2-yl)cyclopent-2-en-1-yl)-1H-pyrazol-5-yl)carbamate